Tert-butyl (1S,2S,5R)-3-(5-bromo-8-methoxy-2-(methylthio) pyrido[3,4-d]pyrimidin-4-yl)-2-(hydroxymethyl)-3,8-diazabicyclo[3.2.1]octane-8-carboxylate BrC1=CN=C(C=2N=C(N=C(C21)N2[C@@H]([C@@H]1CC[C@H](C2)N1C(=O)OC(C)(C)C)CO)SC)OC